4'-{[1-(4-methoxybenzoyl)-3-(methylsulfanyl)pyrrolidin-3-yl]methoxy}-[1,1'-biphenyl]-4-carbonitrile COC1=CC=C(C(=O)N2CC(CC2)(SC)COC2=CC=C(C=C2)C2=CC=C(C=C2)C#N)C=C1